1-((2-(Allyloxy)-3,4-difluorophenyl)(2-methylthiophene-3-yl)methyl)-5-(benzyloxy)-3-(1-vinylcyclobutyl)-2,3-dihydro-1H-pyrido[2,1-f][1,2,4]triazine-4,6-dione C(C=C)OC1=C(C=CC(=C1F)F)C(N1N2C(C(N(C1)C1(CCC1)C=C)=O)=C(C(C=C2)=O)OCC2=CC=CC=C2)C2=C(SC=C2)C